C(C1=CC=CC=C1)OC=1C(=NC=C(C1)OCC1=CC=CC=C1)C(C)N 1-(3,5-bis(benzyloxy)pyridin-2-yl)ethan-1-amine